OCC1N=CNC1 4-(hydroxymethyl)imidazoline